2-(3-aminophenyl)-3-methylbutan-2-ol NC=1C=C(C=CC1)C(C)(C(C)C)O